C(C1=CC=CC=C1)OC=1C=CC(=C2C=CN=C(C12)Cl)F 8-(benzyloxy)-1-chloro-5-fluoroisoquinoline